COC(C1=CC(=CC=C1O)OC)=O 3-methoxy-6-hydroxybenzoic acid methyl ester